(R)-5-phenyloxazolidin-2-one C1(=CC=CC=C1)[C@@H]1CNC(O1)=O